Methyl N-(2-((S)-1-(2,3-difluorobenzyl)-5-oxopyrrolidin-2-yl)acetyl)-O-methyl-L-threonyl-L-leucinate FC1=C(CN2[C@@H](CCC2=O)CC(=O)N[C@@H]([C@H](OC)C)C(=O)N[C@@H](CC(C)C)C(=O)OC)C=CC=C1F